2-(ethylamino)ethyl (S)-6-diazo-2-((R)-2-methoxypropanamido)-5-oxohexanoate [N+](=[N-])=CC(CC[C@@H](C(=O)OCCNCC)NC([C@@H](C)OC)=O)=O